(R)-N-(1-((2-(2-Carbamoylpyrrolidin-1-yl)pyrimidin-5-yl)methyl)-1H-pyrazol-4-yl)-6-(3-chloro-6-(difluoromethyl)-2-fluorophenyl)pyrazine-2-carboxamide C(N)(=O)[C@@H]1N(CCC1)C1=NC=C(C=N1)CN1N=CC(=C1)NC(=O)C1=NC(=CN=C1)C1=C(C(=CC=C1C(F)F)Cl)F